6-amino-2-(4-fluorophenyl)spiro[3.3]heptan-2-ol NC1CC2(CC(C2)(O)C2=CC=C(C=C2)F)C1